ClC=1C=C2C(=NC(=NC2=C(C1C1=C2C(=NNC2=CC=C1C)C1CC1)F)OC[C@H]1CN(CC1)C)N1C[C@H](N(C[C@@H]1C)C(C=C)=O)C 1-((2R,5S)-4-(6-chloro-7-(3-cyclopropyl-5-methyl-1H-indazol-4-yl)-8-fluoro-2-(((R)-1-methylpyrrolidin-3-yl)methoxy)quinazolin-4-yl)-2,5-dimethylpiperazin-1-yl)prop-2-en-1-one